(S)-3-(1-oxo-4-((4-(piperidin-1-ylmethyl)benzyl)thio)isoindolin-2-yl)piperidine-2,6-dione O=C1N(CC2=C(C=CC=C12)SCC1=CC=C(C=C1)CN1CCCCC1)[C@@H]1C(NC(CC1)=O)=O